C(C1=CC=CC=C1)C=1C=C2C(=NN(C2=CC1)C1OCCCC1)\C=C\C1=NC=CC=C1 (E)-5-benzyl-3-(2-(pyridin-2-yl)vinyl)-1-(tetrahydro-2H-pyran-2-yl)-1H-indazole